(S)-3-cyano-N-(2-(3',3'-difluoro-[1,4'-bipiperidin]-4-yl)-6-(2-hydroxypropan-2-yl)-2H-indazol-5-yl)pyrrolo[1,2-b]pyridazine-7-carboxamide C(#N)C1=CC=2N(N=C1)C(=CC2)C(=O)NC2=CC1=CN(N=C1C=C2C(C)(C)O)C2CCN(CC2)[C@@H]2C(CNCC2)(F)F